N1(C=NC=C1)C(=O)N1N=CCC1C=1SC=C(N1)C (1H-imidazol-1-yl)(5-(4-methylthiazol-2-yl)-4,5-dihydro-1H-pyrazol-1-yl)methanone